N-(4-(6,7-dimethoxyquinoxalin-2-yl)phenyl)cyclopropanesulfonamide COC=1C=C2N=CC(=NC2=CC1OC)C1=CC=C(C=C1)NS(=O)(=O)C1CC1